4-(cyclopentylamino)-N'-(2-ethyl-4-hydroxy-phenyl)-6-(o-tolyl)pyrrolo[1,2-b]pyridazine-3-carboxamidine C1(CCCC1)NC=1C=2N(N=CC1C(=NC1=C(C=C(C=C1)O)CC)N)C=C(C2)C2=C(C=CC=C2)C